CN1N=C2C(=CC(=CC2=C1)C=1N=CC2=C(N1)SC(=N2)C2CCNCC2)C#N 2-Methyl-5-[2-(piperidin-4-yl)[1,3]thiazolo[5,4-d]pyrimidin-5-yl]-2H-indazol-7-carbonitril